tert-butyl N-(4-bromo-6-chloro-pyridazin-3-yl)-N-methyl-carbamate BrC1=C(N=NC(=C1)Cl)N(C(OC(C)(C)C)=O)C